(R)-1-(2-fluoro-3-trifluoromethylphenyl)ethylamine hydrochloride Cl.FC1=C(C=CC=C1C(F)(F)F)[C@@H](C)N